ClC1=CC=NC=2CCNC(C12)C 4-chloro-5-methyl-5,6,7,8-tetrahydro-1,6-naphthyridine